C(C=C)(=O)N1C[C@@H](N(CC1)C1=NC(N2C3=C(C(=C(C=C13)C(F)(F)F)C1=C(C=C(C=C1)F)F)SC[C@@H]2CN2CCN(CC2)CC)=O)C (3S)-7-((S)-4-acryloyl-2-methylpiperazin-1-yl)-10-(2,4-difluoro-phenyl)-3-((4-ethyl-piperazin-1-yl)methyl)-9-(trifluoromethyl)-2H-[1,4]thiazino[2,3,4-ij]-quinazolin-5(3H)-one